1-{1-[3-(1-Acetylazetidin-3-yl)-5-chloro-2-methoxy-4-methylphenyl]ethyl}-3-methyl-1H-pyrazolo[3,4-d]pyrimidin-4-amine C(C)(=O)N1CC(C1)C=1C(=C(C=C(C1C)Cl)C(C)N1N=C(C=2C1=NC=NC2N)C)OC